ClC1=C(C#N)C=C(C=C1)S(=O)(=O)[C@H]1CN(C[C@]1(CO)O)S(=O)(=O)C1=C(C=C(C=C1)Cl)Cl 2-chloro-5-(((3S,4R)-1-((2,4-dichlorophenyl)sulfonyl)-4-hydroxy-4-(hydroxymethyl)pyrrolidin-3-yl)sulfonyl)benzonitrile